(R)-4-{2-[2-(2,4-dimethyl-3-oxopiperazin-1-yl)ethoxy]quinolin-6-yl}-6-methyl-1-tosyl-1H-pyrrolo[2,3-c]pyridin-7(6H)-one C[C@H]1N(CCN(C1=O)C)CCOC1=NC2=CC=C(C=C2C=C1)C=1C2=C(C(N(C1)C)=O)N(C=C2)S(=O)(=O)C2=CC=C(C)C=C2